1,5-diisocyanato-2-methyl-pentane N(=C=O)CC(CCCN=C=O)C